FC1=C(OC2=C(N=C(S2)C(=O)OC)C)C=CC(=C1)N1N=CN(C1=O)C1=C(C=CC(=C1)C)OC methyl 5-{2-fluoro-4-[4-(2-methoxy-5-methylphenyl)-5-oxo-1,2,4-triazol-1-yl] phenoxy}-4-methyl-1,3-thiazole-2-carboxylate